FC1(CCN(CC1)C1=CC(=CC(=N1)C=1OC(=NN1)C1=C(C=C(C=C1)I)N1CCC2(CC2)CC1)C)F 2-(6-(4,4-difluoropiperidin-1-yl)-4-methylpyridin-2-yl)-5-(4-iodo-2-(6-azaspiro[2.5]oct-6-yl)phenyl)-1,3,4-oxadiazole